C(C)(C)(C)OC(N(C1CC1)C1(CC1)CO)=O (1-(hydroxymethyl)cyclopropyl)(cyclopropyl)carbamic acid tert-butyl ester